FC1=CC=C(C=C1)C(=C)C=1C(=NC(=CC1)C(F)(F)F)NCCN1CCCC1 3-(1-(4-fluorophenyl)ethenyl)-N-(2-(pyrrolidin-1-yl)ethyl)-6-(trifluoromethyl)pyridin-2-amine